N-(1-(4-cyano-3-(trifluoromethyl)phenyl)pyrrolidin-3-yl)-4-ethoxy-3-(5-methyl-4-oxo-7-propyl-3,4-dihydroimidazo[5,1-f][1,2,4]triazin-2-yl)benzenesulfonamide C(#N)C1=C(C=C(C=C1)N1CC(CC1)NS(=O)(=O)C1=CC(=C(C=C1)OCC)C1=NN2C(C(N1)=O)=C(N=C2CCC)C)C(F)(F)F